3a,4,7,7a-tetrahydroinden C1C=CC2CC=CCC12